2-(2,6-dioxopiperidin-3-yl)-6-fluoro-4-((3-fluoro-4-(piperidin-1-ylmethyl)benzyl)thio)isoindoline-1,3-dione O=C1NC(CCC1N1C(C2=CC(=CC(=C2C1=O)SCC1=CC(=C(C=C1)CN1CCCCC1)F)F)=O)=O